CC1=NOC(=C1)C(C(=O)[O-])CCCC 2-(3-methylisoxazol-5-yl)hexanoate